COC1=CC2=C(C=C(O2)C=2N=C3SC(=NN3C2)OC)C(=C1)OCC1=CC=C2CCN(C2=C1)C(=O)OC(C)(C)C tert-Butyl 6-(((6-methoxy-2-(2-methoxyimidazo[2,1-b][1,3,4]thiadiazol-6-yl)benzofuran-4-yl)oxy)methyl)indoline-1-carboxylate